CC1=CC=CC(=N1)C1=C(N=CN1)C=1C=C2C=C(C=NC2=CC1)NCCN1C(CNCC1)CC(=O)OC methyl 2-[1-[2-[[6-[5-(6-methyl-2-pyridyl)-1H-imidazol-4-yl]-3-quinolyl]amino]ethyl]piperazin-2-yl]acetate